11-(2-ethylhexyl)-11H-benzo[a]Carbazole C(C)C(CN1C2=CC=CC=C2C2=CC=C3C(=C12)C=CC=C3)CCCC